{4-[(4-tert-Butyl-benzyl)-(methyl)amino]-2-cyanophenyl}-carbamic acid propyl ester C(CC)OC(NC1=C(C=C(C=C1)N(C)CC1=CC=C(C=C1)C(C)(C)C)C#N)=O